C(C)(C)(C)C1=C(C(=C(C(=C1)O)C)C(C)(C)C)C(CCC)C=1C=C(C(=CC1)O)C di-t-butyl-4,4'-butylidenedicresol